BrC(CS(=O)(=O)[O-])Cl 2-bromo-2-chloroethanesulphonate